C(C)C1=C(N=C(S1)C1CCNCC1)C1=CC=C(C=C1)OC1=CC=C(C=C1)Cl 5-ethyl-4-(4-(4-chlorophenoxy)phenyl)-2-(piperidin-4-yl)thiazole